BrC1=CC=C2CC(N(CC2=C1)C(=O)C1=CC=CC=C1)C (7-Bromo-3-methyl-3,4-dihydro-1H-isoquinolin-2-yl)-phenyl-methanone